N-benzyl-2-[3-(tert-butylsulfamoyl)-4-(4,4,5,5-tetramethyl-1,3,2-dioxaborolan-2-yl)phenyl]Acetamide C(C1=CC=CC=C1)NC(CC1=CC(=C(C=C1)B1OC(C(O1)(C)C)(C)C)S(NC(C)(C)C)(=O)=O)=O